COC1=C(C=CC=C1)C(C(=O)O)=C (2-methoxyphenyl)prop-2-enoic acid